C(C)NS(=O)(=O)C1=CC(=CC=C1)OC[C@H](CNC1COC2(C1)CCN(CC2)S(=O)(=O)C2=CC(=CC=C2)C=2C=NN(C2)CC)O N-ethyl-3-((2S)-3-(8-(3-(1-ethyl-1H-pyrazol-4-yl)phenylsulfonyl)-1-oxa-8-azaspiro[4.5]dec-3-ylamino)-2-hydroxypropoxy)benzenesulfonamide